CN1N=C(C(=C1)CN1N=CC=C1)C(CC(=O)OCC)=O ethyl 3-[1-methyl-4-(pyrazol-1-ylmethyl) pyrazol-3-yl]-3-oxo-propionate